5-(4-aminomethyl-phenyl)-7-phenyl-3,7-dihydropyrrolo[2,3-d]pyrimidin-4-one NCC1=CC=C(C=C1)C1=CN(C=2N=CNC(C21)=O)C2=CC=CC=C2